CC(CC(=O)O)=C (R)-3-methyl-3-butenoic acid